S1C=CC2=C1CCCC2=NO N-[4,5,6,7-tetrahydro-1-benzothien-4-ylidene]hydroxylamine